6-(cyclopropylmethyl)-2-methyl-5,6,7,8-tetrahydropyrido[4,3-d]Pyrimidin-4(3h)-one C1(CC1)CN1CC2=C(N=C(NC2=O)C)CC1